2-(3-(5-(3-(3-chlorophenyl)-1H-pyrazol-1-yl)-7-morpholinopyrazolo[1,5-a]pyrimidin-2-yl)-5-methyl-1H-pyrazol-1-yl)-N,N-dimethylethylamine ClC=1C=C(C=CC1)C1=NN(C=C1)C1=NC=2N(C(=C1)N1CCOCC1)N=C(C2)C2=NN(C(=C2)C)CCN(C)C